3-fluoro-4-((2-fluorophenyl)ethynyl)benzoic acid FC=1C=C(C(=O)O)C=CC1C#CC1=C(C=CC=C1)F